NC1=NN=C(S1)CCCSC1=NN=C(S1)N 5-(3-(5-amino-1,3,4-thiadiazol-2-yl)propylthio)-1,3,4-thiadiazol-2-amine